FC1=CC(=CC=2CC3N(CC12)CCCC3)OC 7-Fluoro-9-methoxy-1,3,4,6,11,11a-hexahydro-2H-pyrido[1,2-b]isoquinoline